N'-acetyl-formylhydrazine C(C)(=O)NNC=O